C1(CCCCC1)S(=O)(=O)ON=C(C#N)C1CCCC1 α-(cyclohexylsulfonyloxyimino)-cyclopentylacetonitrile